methyl 5-(2,5-dimethylpyrrol-1-yl)-6-methyl-1-(p-tolylsulfonyl)pyrrolo[3,2-b]pyridine-2-carboxylate CC=1N(C(=CC1)C)C1=C(C=C2C(=N1)C=C(N2S(=O)(=O)C2=CC=C(C=C2)C)C(=O)OC)C